COC1=CC=C(C=C1)CCOC1=CC=C(CCN2N=C(N=C2)C(F)(F)F)C=C1 1-(4-(4-Methoxyphenylethoxy)phenethyl)-3-(trifluoromethyl)-1H-1,2,4-triazole